4-(1-methyl-1H-indol-2-yl)phenol CN1C(=CC2=CC=CC=C12)C1=CC=C(C=C1)O